1-{[(5S,6R)-2-oxo-1-azaspiro[4.4]non-6-yl]oxy}-7-(propan-2-yloxy)isoquinoline-6-carboxamide O=C1N[C@@]2(CC1)[C@@H](CCC2)OC2=NC=CC1=CC(=C(C=C21)OC(C)C)C(=O)N